tert-Butyl (6S,7S)-6-hydroxy-7-isobutyl-1,4-diazepane-1-carboxylate O[C@H]1CNCCN([C@H]1CC(C)C)C(=O)OC(C)(C)C